BrC1=C2C=CN(C2=CC=C1)C(=O)OC(C)(C)C tertbutyl 4-bromo-1H-indole-1-carboxylate